1-(3,4-difluorophenyl)-9-(6-(4-fluoro-1H-pyrazol-1-yl)-2-morpholinopyrimidin-4-yl)-1,9-diazaspiro[5.5]undecan-2-one FC=1C=C(C=CC1F)N1C(CCCC12CCN(CC2)C2=NC(=NC(=C2)N2N=CC(=C2)F)N2CCOCC2)=O